The molecule is a 2,4-diaminobutyric acid that has S-configuration. It has a role as a plant metabolite. It derives from a butyric acid. It is a conjugate base of a L-2,4-diazaniumylbutyrate. It is a conjugate acid of a L-2,4-diaminobutyrate. It is an enantiomer of a D-2,4-diaminobutyric acid. C(CN)[C@@H](C(=O)O)N